1-hydroxy-benzotriazol hydrat O.ON1N=NC2=C1C=CC=C2